FC=1C=C(C(=NC1C1=C(C=CC=C1OC)F)NC=1C(=NC=CC1C)C(C)C)\C(=C(\C(=O)OCC)/S(=O)(=O)C)\O ethyl (E)-3-(5-fluoro-6-(2-fluoro-6-methoxyphenyl)-2-((2-isopropyl-4-methylpyridin-3-yl) amino)pyridin-3-yl)-3-hydroxy-2-(methylsulfonyl)acrylate